tert-Butyl 2-((1s,3s)-1-fluoro-3-((7-(5-methyl-1,2,4-oxadiazol-3-yl)isoquinolin-1-yl)amino)cyclobutane-1-carboxamido)-4-methylthiazole-5-carboxylate FC1(CC(C1)NC1=NC=CC2=CC=C(C=C12)C1=NOC(=N1)C)C(=O)NC=1SC(=C(N1)C)C(=O)OC(C)(C)C